ClC=1C=C(C=C(C1)NS(=O)(=O)C)NC(=O)C=1SC(=C(C1)C1=NC=C(C=N1)N1CC(C1)C(F)(F)F)C N-(3-chloro-5-(methylsulfonylamino)phenyl)-5-methyl-4-(5-(3-(trifluoromethyl)azetidin-1-yl)pyrimidin-2-yl)thiophene-2-carboxamide